NCC1=C2C=CC3=C(N(C(N3N3C(CCCC3=O)=O)=C=O)C)C2=CC=C1 (6-(aminomethyl)-1-methyl-2-carbonyl-1,2-dihydro-3H-naphtho[1,2-d]imidazol-3-yl)piperidine-2,6-dione